tert-butyl 4-methylpyrazole-1-carboxylate CC=1C=NN(C1)C(=O)OC(C)(C)C